2-amino-9-((2R,3R,5S)-3-hydroxy-5-((R)-1-hydroxypropyl)tetrahydrofuran-2-yl)-7-(propa-1,2-dien-1-yl)-7,9-dihydro-1H-purine-6,8-dione NC=1NC(C=2N(C(N(C2N1)[C@@H]1O[C@@H](C[C@H]1O)[C@@H](CC)O)=O)C=C=C)=O